C(#N)C=1C=C(C=CC1)C=1C=CC(=C(C(=O)O)C1)F 5-(3-cyanophenyl)-2-fluoro-benzoic acid